BrC1=C(C=C(S1)C=O)OCC(CCCC)CC 5-bromo-4-((2-ethylhexyl)oxy)thiophene-2-formaldehyde